CCCCCCCC/C=C\\CCCCCCCCCCCC(=O)[O-] The molecule is a unsaturated fatty acid anion that is the conjugate base of erucic acid, formed by deprotonation of the carboxylic acid group. It is an unsaturated fatty acid anion, a long-chain fatty acid anion and a docosenoate. It is a conjugate base of an erucic acid.